OCCC1=C(N=C(S1)NC(CCCC1=CC=CC=C1)=O)C N-(5-(2-hydroxyethyl)-4-methylthiazol-2-yl)-4-phenylbutyramide